Cl.N1CC(C1)C(=O)OCC ethyl azetidine-3-carboxylate HCl salt